3-(benzyloxy)-1-(piperidin-4-yl)-4,5,6,7-tetrahydro-1H-indazole C(C1=CC=CC=C1)OC1=NN(C=2CCCCC12)C1CCNCC1